(2S)-2-{[(1R,2S,3S,6R,7S)-4-[(2S)-2-amino-3,3-dimethylbutanoyl]-4-azatricyclo[5.2.1.0^{2,6}]dec-8-en-3-yl]formamido}-3-[(3S)-2-oxopyrrolidin-3-yl]propanamide hydrochloride Cl.N[C@H](C(=O)N1[C@@H]([C@H]2[C@H]3C=C[C@@H]([C@H]2C1)C3)C(=O)N[C@H](C(=O)N)C[C@H]3C(NCC3)=O)C(C)(C)C